C(C1=CC=CC=C1)O[C@H]1[C@@H](O[C@H]([C@@H](C1)OCC1=CC=CC=C1)C)O[C@@H](CCC(=O)O)C (R)-4-(((2R,3R,5R,6S)-3,5-bis(benzyloxy)-6-methyltetrahydro-2H-pyran-2-yl)oxy)pentanoic acid